Cl[Zn]C1=C(C=C(C=C1)C#N)F chloro-(4-cyano-2-fluoro-phenyl)zinc